ClCC=1C(=CC(=NC1)O[C@@H]1C[C@H]2N(C=3C(=NN=C(C3)C3=C(C(=CC(=C3)F)F)OC)N(C2)C(=O)OC(C)(C)C)C1)C tert-butyl (6aR,8R)-8-((5-(chloromethyl)-4-methylpyridin-2-yl)oxy)-2-(3,5-difluoro-2-methoxyphenyl)-6a,7,8,9-tetrahydropyrrolo[1',2':4,5]pyrazino[2,3-c]pyridazine-5(6H)-carboxylate